C1(=CC=CC2=CC=CC=C12)N1C(C2=C3C(=CC=C2C1=O)C=CC=C3)=O 1-naphthyl-benzisoindoline-1,3-dione